N-benzyl-alpha-(2-bromophenyl)nitrone C(C1=CC=CC=C1)[N+](=CC1=C(C=CC=C1)Br)[O-]